ClC1=C(C(=C(C(=C1F)F)F)F)S(=O)(=O)N(CC(=O)O)CC1=C(C=CC=C1)C N-((2-chloro-3,4,5,6-tetrafluorophenyl)sulfonyl)-N-(2-methylbenzyl)glycine